Methyl 3-(2',6-dimethyl-[1,1'-biphenyl]-3-yl)-3-(4-methyl-2-(2-oxopyridin-1(2H)-yl)pentanamido)propanoate CC1=C(C=CC=C1)C1=CC(=CC=C1C)C(CC(=O)OC)NC(C(CC(C)C)N1C(C=CC=C1)=O)=O